(S)-4-(3-amino-1H-indazol-5-yl)-1-(1-(3-chlorophenyl)-2-hydroxyethyl)pyridin-2(1H)-one NC1=NNC2=CC=C(C=C12)C1=CC(N(C=C1)[C@H](CO)C1=CC(=CC=C1)Cl)=O